2-{6-[(3r,5s)-3,5-dimethylpiperazin-1-yl]pyridazin-3-yl}-5-(1H-pyrazol-4-yl)pyridin-3-ol C[C@@H]1CN(C[C@@H](N1)C)C1=CC=C(N=N1)C1=NC=C(C=C1O)C=1C=NNC1